C(C)(C)(C)OC(=O)N1[C@@H](C[C@@H](C1)O[Si](C)(C)C(C)(C)C)C(=O)O (2S,4S)-1-(tert-Butoxycarbonyl)-4-((tert-butyldimethylsilyl)oxy)-pyrrolidine-2-carboxylic acid